(R)-2-amino-2-cyclobutyl-acetoacetylamine N[C@@](C(=O)N)(C(=O)C)C1CCC1